C(C)(C)(C)OC(CCOCCOCCOCCOCCN)=O 1-Amino-3,6,9,12-tetraoxapentadecane-15-oic acid tert-butyl ester